C(CCCCCC)[NH-] N-heptyl-amide